2-((2-bromo-5-fluorobenzo[d]thiazol-6-yl)oxy)cyclobutanone BrC=1SC2=C(N1)C=C(C(=C2)OC2C(CC2)=O)F